C1(CC1)C1=C(C(=O)OC)C(=CC=C1)F methyl 2-cyclopropyl-6-fluoro-benzoate